CN(C)C[C@@]1(COC[C@H](O1)COC1=CC=C(C=C1)C=1C=C(C(NC1C(F)(F)F)=O)C(=O)N)C 5-(4-(((2s,6r)-6-((dimethylamino)methyl)-6-methyl-1,4-dioxan-2-yl)methoxy)phenyl)-2-oxo-6-(trifluoromethyl)-1,2-dihydropyridine-3-carboxamide